FC(S(=O)(=O)OC=1C=C2C(=NC(=NC2=C2C1OC(C2)(C)C)C)N[C@H](C)C2=CC(=CC(=C2)C(F)(F)F)N)(F)F (R)-4-((1-(3-amino-5-(trifluoromethyl) phenyl) ethyl) amino)-2,8,8-trimethyl-8,9-dihydrofuro[2,3-h]quinazolin-6-yl trifluoromethanesulfonate